(4-Nitrophenyl)-1,3,5-triazine [N+](=O)([O-])C1=CC=C(C=C1)C1=NC=NC=N1